1,3-bis(2-fluorophenyl)-2-methylpropane-1,3-dione FC1=C(C=CC=C1)C(C(C(=O)C1=C(C=CC=C1)F)C)=O